P(=O)(OC1=CC=CC=C1)(OCCOC(C=C)=O)[O-] phenyl (2-acryloyloxy ethyl) phosphate